C[C@@H]1N(C(CC2=C(C(=CC=C12)OC)OCC1=CC=CC=C1)C(=O)OCCOC1=CC(=NC2=CC(=CC=C12)C1=CC=NN1)N)C=1OC2=C(N1)C=CC(=C2)C#N 2-((2-amino-7-(1H-pyrazol-5-yl)quinolin-4-yl)oxy)ethan-1-ol Methyl-(S)-5-(benzyloxy)-2-(6-cyanobenzo[d]oxazol-2-yl)-6-methoxy-1,2,3,4-tetrahydroisoquinoline-3-carboxylate